(7-(1-isopropyl-1H-pyrazol-4-yl)-6-methylimidazo[1,2-b]pyridazin-3-yl)-2-(1-methyl-1H-pyrazol-3-yl)-1,8-naphthyridine C(C)(C)N1N=CC(=C1)C1=CC=2N(N=C1C)C(=CN2)C=2C(=NC1=NC=CC=C1C2)C2=NN(C=C2)C